4-(6-(4-Chloro-1-oxoisoindolin-2-yl)-6-(2,5-difluorophenyl)hex-1,3-diyn-1-yl)-1H-pyrrole ClC1=C2CN(C(C2=CC=C1)=O)C(CC#CC#CC=1C=CNC1)C1=C(C=CC(=C1)F)F